C(=O)(O)C1=CC=C(C2=CC=CC=C12)O 1-carboxyl-4-naphthol